2,4-dichloro-7-iodothieno[3,2-d]pyrimidine ClC=1N=C(C2=C(N1)C(=CS2)I)Cl